C1(C=CC(N1CCCC(=O)ON1C(CCC1=O)=O)=O)=O N-(4-maleimidobutyryloxy)succinimide